Potassium ((4'-((2-(tert-butyl)-1H-imidazol-1-yl)methyl)-5-propyl-[1,1'-biphenyl]-2-yl)sulfonyl)(methoxycarbonyl)amide C(C)(C)(C)C=1N(C=CN1)CC1=CC=C(C=C1)C1=C(C=CC(=C1)CCC)S(=O)(=O)[N-]C(=O)OC.[K+]